CS(=O)(=O)OC1CCC(CC1)C(=O)OC methyl 4-methylsulfonyloxycyclohexanecarboxylate